(3S)-N-[5-(2-Chloro-6-methyl-4-pyridyl)-4-(3-cyanophenyl)thiazol-2-yl]-3-(hydroxymethyl)piperazin-1-carboxamid ClC1=NC(=CC(=C1)C1=C(N=C(S1)NC(=O)N1C[C@H](NCC1)CO)C1=CC(=CC=C1)C#N)C